N-tert-butyl-4-[(4-chloro-7-methoxy-indan-1-carbonyl)amino]pyridine-2-carboxamide C(C)(C)(C)NC(=O)C1=NC=CC(=C1)NC(=O)C1CCC2=C(C=CC(=C12)OC)Cl